C(CCCCCCCCCCC)(=O)C(C(C(=O)N)O)(O)C(CCCCCCCCCCC)=O dilauroylglyceramide